tert-butyl 6-[6-(trifluoromethyl)pyridazine-3-carbonyl]-2-azaspiro[3.3]heptane-2-carboxylate FC(C1=CC=C(N=N1)C(=O)C1CC2(CN(C2)C(=O)OC(C)(C)C)C1)(F)F